tert-butyl (2R,6S)-4-[5-({8-fluoro-2-methylimidazo[1,2-a]pyridin-6-yl}carbamoyl)pyrido[3,4-b]pyrazin-8-yl]-2,6-dimethylpiperazine-1-carboxylate FC=1C=2N(C=C(C1)NC(=O)C1=NC=C(C=3C1=NC=CN3)N3C[C@H](N([C@H](C3)C)C(=O)OC(C)(C)C)C)C=C(N2)C